1-(2,4-Dimethylphenyl)-3-(3-hydroxy-4-methoxyphenyl)prop-2-en-1-one CC1=C(C=CC(=C1)C)C(C=CC1=CC(=C(C=C1)OC)O)=O